(R)-benzyl 2-(((benzyloxy)carbonyl)amino)-3-(3-fluoro-5-(5-isopropylisothiazol-4-yl)benzamido)propanoate C(C1=CC=CC=C1)OC(=O)N[C@@H](C(=O)OCC1=CC=CC=C1)CNC(C1=CC(=CC(=C1)C=1C=NSC1C(C)C)F)=O